(butoxyphenyl)diphenyl-sulfonium C(CCC)OC1=C(C=CC=C1)[S+](C1=CC=CC=C1)C1=CC=CC=C1